ClCC(=O)N1CCN(CCC1)C(C(C)N1C(C2=C(CC1)SC=C2)C2=C(C=CC=C2)C)=O 1-(4-(2-chloroacetyl)-1,4-diazepan-1-yl)-2-(4-(o-tolyl)-6,7-dihydrothieno[3,2-c]pyridin-5(4H)-yl)propan-1-one